[(1S)-1-[4-(4-methylthiazol-5-yl)phenyl]ethyl]pyrrolidine-2-carboxamide hydrochloride Cl.CC=1N=CSC1C1=CC=C(C=C1)[C@H](C)N1C(CCC1)C(=O)N